C1(CC1)COC=1C=CC2=C(C(=C(O2)C)C(=O)NC2(CC2)CO)C1 5-(cyclopropylmethoxy)-N-[1-(hydroxymethyl)cyclopropyl]-2-methyl-1-benzofuran-3-carboxamide